N-(4-(6-(3-fluorophenoxy)hexyl)phenyl)piperazine-1-carboxamide hydrochloride Cl.FC=1C=C(OCCCCCCC2=CC=C(C=C2)NC(=O)N2CCNCC2)C=CC1